CN(CCNC(=O)C1=CC2=C(C(N(C=C2C2=C(C(N(C=C2)C)=O)OC2=C(C=CC=C2C)C)C)=O)N1)C N-(2-(dimethylamino)ethyl)-4-(3-(2,6-dimethylphenoxy)-1-methyl-2-oxo-1,2-dihydropyridin-4-yl)-6-methyl-7-oxo-6,7-dihydro-1H-pyrrolo[2,3-c]pyridine-2-carboxamide